CN1N=C(C=C1)C(=O)NC=1SC2=NC=CC=C2N1 1-methyl-N-(thiazolo[5,4-b]pyridin-2-yl)-1H-pyrazole-3-carboxamide